dinitrotoluamide CC1C(C(N)=O)=CC([N+](=O)[O-])=CC=1[N+](=O)[O-]